5-bromo-1,3-dimethyl-1H-pyrazole BrC1=CC(=NN1C)C